2-(2,5-dimethyl-1H-pyrrole-1-yl)-5-isopropylthiophene-3-carbonitrile CC=1N(C(=CC1)C)C=1SC(=CC1C#N)C(C)C